NC1=C(C=C(C=N1)C=1C=C2N(N1)CC[C@]21CN(CC1)C(=O)NC(C)C=1C(=NN(C1)C)C)C(F)(F)F (3R)-2'-[6-amino-5-(trifluoromethyl)pyridin-3-yl]-N-[1-(1,3-dimethyl-1H-pyrazol-4-yl)ethyl]-5',6'-dihydrospiro[pyrrolidine-3,4'-pyrrolo[1,2-b]pyrazole]-1-carboxamide